C(N)(=O)C1=NN(C(=N1)C)C1=CC=C(CC2=CC=C(C=C2)C2=CC=C(C=C2)C(=O)O)C=C1 4'-(4-(3-carbamoyl-5-methyl-1H-1,2,4-triazol-1-yl)benzyl)-[1,1'-biphenyl]-4-carboxylic acid